C(C)N1C(NC2=CC(=CC=C2C1=O)CN1CCN(CC1)C=1C=CC(=NC1C)CS(=O)(=O)NC)=O 5-(4-((3-ethyl-2,4-dioxo-1,2,3,4-tetrahydroquinazolin-7-yl)methyl)piperazin-1-yl)-N,6-dimethylpyridine-2-methanesulfonamide